N,N-dimethyl-N-(p-methoxybenzyl)anilinium triflate [O-]S(=O)(=O)C(F)(F)F.C[N+](C1=CC=CC=C1)(CC1=CC=C(C=C1)OC)C